1,4,5,6,7,8-hexahydropyrazolo[4,3-c]azepine N1N=CC=2CNCCCC21